BrC=1C=C(C=CC1)NCC(CC1=CNC(O1)=S)O 5-[3-(3-bromophenylamino)-2-hydroxypropyl]-1,3-oxazol-2(3H)-thione